NC=1C=C(N=NC1)N1C=C(C(C2=CC(=C(C=C12)F)Cl)=O)C(=O)O 1-(5-aminopyridazin-3-yl)-6-chloro-7-fluoro-4-oxo-1,4-dihydroquinoline-3-carboxylic acid